2-(phenoxymethyl)oxirane di-tert-butyl-(2S,4S)-4-(([1,1'-biphenyl]-4-carbonyl)oxy)pyrrolidine-1,2-dicarboxylate C(C)(C)(C)OC(=O)N1[C@@H](C[C@@H](C1)OC(=O)C1=CC=C(C=C1)C1=CC=CC=C1)C(=O)OC(C)(C)C.O(C1=CC=CC=C1)CC1OC1